CC1=CC(=CC(=N1)C(C)=O)B1OC(C(O1)(C)C)(C)C 1-[6-methyl-4-(4,4,5,5-tetramethyl-1,3,2-dioxaborolan-2-yl)-2-pyridyl]ethanone